ClC=1C(=NC=C(C1)F)[C@H](C1(CCC1)F)C1N(C(C2=CC=C(C=C12)C(=O)N)=O)C1C(NC(CC1)=O)=O ((R)-(3-chloro-5-fluoropyridin-2-yl)(1-fluorocyclobutyl)methyl)-2-(2,6-dioxopiperidin-3-yl)-1-oxoisoindoline-5-carboxamide